[1,2,4]triazolo[4,3-a]pyridin-6-sulfonamide N=1N=CN2C1C=CC(=C2)S(=O)(=O)N